OCCC=1N=C(OC1)[C@@]1(C[C@H](CC1)NS(=O)(=O)C)CC1=CC(=CC=C1)C1=NC(=CC=C1)O N-((1S,3R)-3-(4-(2-hydroxyethyl)oxazol-2-yl)-3-(3-(6-hydroxypyridin-2-yl)benzyl)cyclopentyl)methanesulfonamide